5-cyano-N-[2,4-difluoro-3-[1-(4-[[2-(trimethylsilyl)ethoxy]methyl]-1,2,4-triazol-3-yl)imidazo[1,5-a]pyridin-6-yl]phenyl]-2-methoxypyridine-3-sulfonamide C(#N)C=1C=C(C(=NC1)OC)S(=O)(=O)NC1=C(C(=C(C=C1)F)C=1C=CC=2N(C1)C=NC2C2=NN=CN2COCC[Si](C)(C)C)F